C(C)OC1=C(C=CC(=C1F)F)[C@H]1[C@@H](O[C@]([C@@H]1C)(C(F)(F)F)C)C(=O)NC1=CC(=[N+](C=C1)[O-])C(=O)N (2R,3S,4R,5R)-4-[[3-(2-Ethoxy-3,4-difluoro-phenyl)-4,5-dimethyl-5-(trifluoromethyl)tetrahydrofuran-2-carbonyl]amino]-1-oxido-pyridin-1-ium-2-carboxamid